2,6-difluoro-N-(5-(4-hydroxyphenyl)-1,3,4-thiadiazole-2-yl)benzamide FC1=C(C(=O)NC=2SC(=NN2)C2=CC=C(C=C2)O)C(=CC=C1)F